(R)-4-((1-(3-Fluoro-5-(2-(pyrrol-1-ylmethyl)phenyl)thiophen-2-yl)ethyl)amino)-2-Methyl-6-((tetrahydro-2H-pyran-4-yl)methyl)pyrido[4,3-d]pyrimidin-7(6H)-one FC1=C(SC(=C1)C1=C(C=CC=C1)CN1C=CC=C1)[C@@H](C)NC=1C=2C(N=C(N1)C)=CC(N(C2)CC2CCOCC2)=O